N-(3-bromo-4-fluorophenyl)-N'-hydroxy-4-((2-(2-(methylsulfonyl)hydrazino)-2-oxoethyl)amino)-1,2,5-oxadiazole-3-carboxamidine BrC=1C=C(C=CC1F)NC(=NO)C1=NON=C1NCC(=O)NNS(=O)(=O)C